[C@@H]12OC[C@@H](N(C1)C1=NC=3N(C=C1)N=CC3C(=O)O)C2 5-[(1S,4S)-2-oxa-5-azabicyclo[2.2.1]heptan-5-yl]pyrazolo[1,5-a]pyrimidine-3-carboxylic acid